COCCCCCC=C 7-Methoxyhept-1-ene